CN(C1CN(CCC1)S(=O)(=O)N[C@@H](C(C)C1=C(C(=CC=C1F)C)C)C=1OC(NN1)=O)C 3-(dimethylamino)-N-((1S)-2-(6-fluoro-2,3-dimethyl-phenyl)-1-(5-oxo-4,5-dihydro-1,3,4-oxadiazol-2-yl)propyl)-piperidine-1-sulfonamide